C12C(CC(CC1)C2)C(C(S(=O)(=O)[O-])(F)F)(F)F.CC=2C=C(C=C(C2O)C)[S+]2CCCC2 1-(3,5-dimethyl-4-hydroxyphenyl)tetrahydrothiophenium 2-bicyclo[2.2.1]Hept-2-yl-1,1,2,2-tetrafluoroethanesulfonate